3-(9'-oxo-3',4',7',9'-tetrahydro-8'H-spiro[azetidine-3,2'-pyrano[2,3-e]isoindole]-8'-yl)piperidine-2,6-dione O=C1N(CC2=CC=C3C(=C12)OC1(CC3)CNC1)C1C(NC(CC1)=O)=O